ClC=1C=C2C(=CC1)NC(C21CCN(CC1)CCOC=1C=NC=2N(C(C=C(C2C1)C(F)(F)F)=O)C1CC(C1)(C)O)=O 5-chloro-1'-[2-({7-oxo-8-[3-hydroxy-3-methylcyclobutyl]-5-(trifluoromethyl)-7,8-dihydro-1,8-naphthyridin-3-yl}oxy)ethyl]-1,2-dihydrospiro[indole-3,4'-piperidin]-2-one